C12C3C4CC5C3C2C5C4C1 Pentacyclo[5.3.0.02,6.03,9.05,8]decane